BrCC1=CC(=C(C=C1)CC(=O)[O-])C=O 4-(Bromomethyl)-2-formylphenylacetate